C(COCCOCCCCCC)OC1[C@H](O)[C@@H](O)[C@H](O)[C@H](O1)CO O-(3,6-dioxadodecanyl)-glucopyranose